ClC=1C=C2CCN(CC2=CC1)S(=O)(=O)NC[C@H](CNC(OCC1=CC=CC=C1)=O)C benzyl (S)-3-(6-chloro-1,2,3,4-tetrahydroisoquinoline-2-sulfonylamino)-2-methylpropylcarbamate